COCCCNC1C2=C(N(S(C3=C1C=CC(=C3)SC)(=O)=O)C)C=CC=C2 11-((3-Methoxypropyl)amino)-6-methyl-3-(methylthio)-6,11-dihydrodibenzo[c,f][1,2]thiazepine 5,5-dioxide